C(C)(C)(C)C1=CC2=C(NC=C2C2=CC(=C(C(=C2)OC)OC)OC)C=C(C1=O)C(C)(C)C 5,7-di-tert-butyl-3-(3,4,5-trimethoxyphenyl)cyclohepta[b]pyrrol-6(1H)-one